O=C1NC(CCC1C1=NN(C2=CC(=CC=C12)N1CCN(CC1)CC1CCC2(CN(C2)C(=O)OC(C)(C)C)CC1)C)=O tert-butyl 7-[[4-[3-(2,6-dioxo-3-piperidyl)-1-methyl-indazol-6-yl]piperazin-1-yl]methyl]-2-azaspiro[3.5]nonane-2-carboxylate